COC=1C(=CC2=C(N=C(S2)NC(C(OC2=CC=C(C=C2)C)C2=CC=C(C=C2)S(=O)(=O)CC)=O)C1)OC N-(5,6-dimethoxybenzothiazol-2-yl)-2-[4-(ethylsulfonyl)phenyl]-2-(4-methylphenoxy)acetamide